3-(4-((7-((3,3-difluoro-1-(2-(trifluoromethyl)phenyl)cyclobutyl)amino)heptyl)thio)-1-oxoisoindolin-2-yl)piperidine-2,6-dione FC1(CC(C1)(C1=C(C=CC=C1)C(F)(F)F)NCCCCCCCSC1=C2CN(C(C2=CC=C1)=O)C1C(NC(CC1)=O)=O)F